1-nitro-4-(trifluoromethoxyl)benzene [N+](=O)([O-])C1=CC=C(C=C1)OC(F)(F)F